C(#N)C=1C=C(C=CC1)N1N=C(C=C1C(=O)NC1=CC(=CC=C1)C(CCC1CC1)(C1=CC=CC=C1)O)C(F)(F)F 1-(3-cyanophenyl)-N-(3-(3-cyclopropyl-1-hydroxy-1-phenylpropyl)phenyl)-3-(trifluoromethyl)-1H-pyrazole-5-carboxamide